C(C)(C)(C)OC(=O)N1[C@@H](CN(CC1)C=1C2=C(N=CN1)N(C=C2Br)S(=O)(=O)C2=CC=C(C)C=C2)C (R)-4-(5-bromo-7-tosyl-7H-pyrrolo[2,3-d]pyrimidin-4-yl)-2-methylpiperazine-1-carboxylic acid tert-butyl ester